O=C(C(=O)[O-])CCCCCC\C=C/CCCCCCCC.C(CCC)[Sn+2]CCCC.O=C(C(=O)[O-])CCCCCC\C=C/CCCCCCCC dibutyltin oxooleate